3-(piperidin-4-yl)-5-(tetrahydro-2H-pyran-4-yl)pyrazolo[1,5-a]pyridine N1CCC(CC1)C=1C=NN2C1C=C(C=C2)C2CCOCC2